ClC1=NN(C(=C1)S(=O)(=O)C(C)(C)C1CCN(CC1)C=1C=NC(=CC1)F)C 4-(2-((3-chloro-1-methyl-1H-pyrazol-5-yl)sulfonyl)propan-2-yl)-N-(6-fluoro-pyridin-3-yl)piperidine